C(C)OC(=O)C1=C(C2=C(CCC3=CN(N=C23)C[C@H]2OCCOC2)O1)C 2-{[(2R)-1,4-dioxan-2-yl]methyl}-8-methyl-4,5-dihydro-2H-furo[2,3-g]indazole-7-carboxylic acid ethyl ester